2-((1S,3S)-9'-(benzyloxy)-5'-(4-fluoro-3-methylphenyl)-4',4'-dimethyl-4',5'-dihydro-3'H-spiro[cyclobutane-1,1'-pyrano[4,3-b]indol]-3-yl)acetic acid C(C1=CC=CC=C1)OC=1C=2C3=C(N(C2C=CC1)C1=CC(=C(C=C1)F)C)C(COC31CC(C1)CC(=O)O)(C)C